CC1=CC=CC(=N1)C1=C(N=CN1)C=1C=C2C=C(C=NC2=CC1)C1=CC(=NC=C1)C(=O)OC1CNC1 azetidin-3-yl 4-[6-[5-(6-methyl-2-pyridyl)-1H-imidazol-4-yl]-3-quinolyl]pyridine-2-carboxylate